COC(C1=CC=C(C=C1)N1CCC2(CC(C2)N2C(=CC=C2)C2=C(C=CC=C2)C)CC1)=O 4-(2-(2-(o-methylphenyl)pyrrol-1-yl)-7-azaspiro[3.5]non-7-yl)benzoic acid methyl ester